2-hydroxy-5-(3,5,7,8-tetrahydroxy-6-((3-methoxy-3-oxopropanoyl)oxy)-4-oxochroman-2-yl)phenyl methyl malonate C(CC(=O)OC)(=O)OC1=C(C=CC(=C1)C1OC2=C(C(=C(C(=C2C(C1O)=O)O)OC(CC(=O)OC)=O)O)O)O